OCC(=O)N1CCC(CC1)N1N=C(C=C1)C1=CC(=C(C=C1)NC1=NC(=C(C(=N1)NC1=C(C(=O)NOC)C=CC=C1)C1=C(C(=C(C=C1)OC)OC)OC)CF)OC 2-({2-[(4-{1-[1-(2-hydroxyacetyl)piperidin-4-yl]pyrazol-3-yl}-2-methoxyphenyl)amino]-5-(trimethoxyphenyl)-(fluoromethyl)pyrimidin-4-yl}amino)-N-methoxybenzamide